3-oxidopyridinium Hexafluorophosphate F[P-](F)(F)(F)(F)F.[O-]C=1C=[NH+]C=CC1